C1(CCC1)CN1CC2=CC=C(C=C2CC1)C=1SC=C(N1)NC(=O)N[C@@H]1CNCCC1 (S)-1-(2-(2-(cyclobutylmethyl)-1,2,3,4-tetrahydroisoquinolin-6-yl)thiazol-4-yl)-3-(piperidin-3-yl)urea